N-(2-chloro-6-methylphenyl)-2-(methoxymethyl)-6-({[2-(trifluoromethyl)phenyl]carbonyl}amino)-1H-benzimidazole-4-carboxamide ClC1=C(C(=CC=C1)C)NC(=O)C1=CC(=CC=2NC(=NC21)COC)NC(=O)C2=C(C=CC=C2)C(F)(F)F